OCC1=CC(NC(N1C)=O)=O 6-(hydroxymethyl)-1-methyl-2,4-pyrimidinedione